N-((1-benzyl-4,4-difluoro-5-methylpiperidin-3-yl)methyl)methanesulfonamide C(C1=CC=CC=C1)N1CC(C(C(C1)C)(F)F)CNS(=O)(=O)C